CC1=NC(=CC(=C1)C=1NC2=CC=C(C=C2C1C(C)C)C1CCC(CC1)NCC(=O)NC)C 2-((4-(2-(2,6-Dimethylpyridin-4-yl)-3-isopropyl-1H-indol-5-yl)cyclohexyl)amino)-N-methylacetamid